FC=1C=C(C=NC1)CN1N=C2C3=C(CCC2=C1)OC(=C3C)C(=O)NC[C@H]3OCCC3 2-[(5-fluoropyridin-3-yl)methyl]-8-methyl-N-{[(2S)-oxolan-2-yl]methyl}-4,5-dihydro-2H-furo[2,3-g]indazole-7-carboxamide